N1(C=NC=C1)C1=CN=CC(=N1)C(=O)NC1CCN(CC1)C 6-(1H-imidazol-1-yl)-N-(1-methylpiperidin-4-yl)pyrazine-2-carboxamide